FC=1C=C(C=CC1F)S(=O)(=O)OC=1C(=CC=2C3CC[C@@]4([C@H](CCC4C3CCC2C1)OS(=O)(=O)C1=CC(=C(C=C1)F)F)C)OC (13S,17S)-2-methoxy-13-methyl-7,8,9,11,12,13,14,15,16,17-decahydro-6H-cyclopenta[a]phenanthrene-3,17-diyl bis(3,4-difluorobenzenesulfonate)